C1(CC1)COC=1C=C(C=O)C=CC1OC(F)F 3-(cyclopropylmethoxy)-4-(difluoromethoxy)-benzaldehyde